4-(2-(tert-butoxycarbonyl)-2,7-diazaspiro[3.5]non-7-yl)-2-(hydroxymethyl)benzoic acid C(C)(C)(C)OC(=O)N1CC2(C1)CCN(CC2)C2=CC(=C(C(=O)O)C=C2)CO